BrC1=CC=C(C=C1)C#CC1=CC=C(C=C1)C1=CC(=NO1)CO (5-(4-((4-bromophenyl)ethynyl)phenyl)isoxazol-3-yl)methanol